(S)-1-(2-(3-fluoro-4-methylphenyl)-2H-pyrazolo[3,4-d]pyrimidin-4-yl)-N-((5-fluorobenzo[b]thiophen-2-yl)methyl)piperidine-3-carboxamide FC=1C=C(C=CC1C)N1N=C2N=CN=C(C2=C1)N1C[C@H](CCC1)C(=O)NCC1=CC2=C(S1)C=CC(=C2)F